ClC1=CC=C2C(=C(C(N(C2=C1)C1=CC=CC=C1)=O)NC(C(C)O)=O)NC N-(7-chloro-4-(methylamino)-2-oxo-1-phenyl-1,2-dihydro-quinolin-3-yl)-2-hydroxypropionamide